Cl.O1CCC(CC1)C(=O)NC1=CC2=C(N=C(S2)NC(=O)N2CCNCC2)C=C1 N-(6-(tetrahydro-2H-pyran-4-carboxamido)benzo[d]thiazol-2-yl)piperazine-1-carboxamide hydrochloride